(R)-6-(3-hydroxypyrrolidin-1-yl)-5-(isothiazol-3-yl)-N-(4-(chlorodifluoromethoxy)phenyl)nicotinamide O[C@H]1CN(CC1)C1=NC=C(C(=O)NC2=CC=C(C=C2)OC(F)(F)Cl)C=C1C1=NSC=C1